C(=O)(O)C(C(C(C(=O)O)=C)C)C(=O)O 1,3-dicarboxyl-2-methyl-methylenecarboxylpropane